2-chloro-1-((2R,4R)-4-(cyclohexyloxy)-1-phenylpyrrolidin-2-yl)ethan-1-one ClCC(=O)[C@@H]1N(C[C@@H](C1)OC1CCCCC1)C1=CC=CC=C1